C(C)(C)(C)OC(=O)N1CC(C1)C(C1=CC=CC=C1)(C1=CC=CC=C1)O 3-(Hydroxydiphenylmethyl)azetidine-1-carboxylic acid tert-butyl ester